OC(C)(C)C1=CC=C(C=C1)C=1C=2C=CC=3N(C2N=C(C1)C(C(F)(F)F)(F)F)C=C(N3)C(=O)NN 4-(4-(2-hydroxypropan-2-yl)phenyl)-2-(perfluoroethyl)imidazo[1,2-a][1,8]naphthyridine-8-carbohydrazide